ClC1=C(C(=CC=C1)Cl)C1=NOC(=C1C(=O)Cl)C 3-(2,6-dichlorophenyl)-5-methylisoxazole-4-carbonyl chloride